(±)-5-Benzyl-N-(1-methyl-2-oxo-8-(3-oxa-9-azaspiro[5.5]undecan-9-yl)-2,3,4,5-tetrahydro-1H-benzo[b]azepin-3-yl)-1H-1,2,4-triazole-3-carboxamide C(C1=CC=CC=C1)C1=NC(=NN1)C(=O)N[C@@H]1CCC2=C(N(C1=O)C)C=C(C=C2)N2CCC1(CCOCC1)CC2 |r|